COC(=O)C=1N=C(SC1CC(COC1=C(C=C(C=C1)C#CCN(C)C)F)(C)C)NC (3-{4-[3-(dimethylamino)prop-1-yn-1-yl]-2-fluorophenoxy}-2,2-dimethylpropyl)-2-(methylamino)-1,3-thiazole-4-carboxylic acid methyl ester